FC(C1=NN=C(O1)C=1C=CC(=NC1)CN(C(=O)C1(CN(C1)C1CCN(CC1)CCC)F)C1=CC(=CC=C1)F)F N-((5-(5-(difluoromethyl)-1,3,4-oxadiazol-2-yl)pyridin-2-yl)methyl)-3-fluoro-N-(3-fluorophenyl)-1-(1-propylpiperidin-4-yl)azetidine-3-carboxamide